3,6,9,13,16,19-hexaoxahenicosane-1,21-diyl bis(2-((S)-4-(4-chlorophenyl)-2,3,9-trimethyl-6H-thieno[3,2-f][1,2,4]triazolo[4,3-a][1,4]diazepin-6-yl)acetate) ClC1=CC=C(C=C1)C1=N[C@H](C=2N(C3=C1C(=C(S3)C)C)C(=NN2)C)CC(=O)OCCOCCOCCOCCCOCCOCCOCCOC(C[C@H]2C=3N(C1=C(C(=N2)C2=CC=C(C=C2)Cl)C(=C(S1)C)C)C(=NN3)C)=O